BrC1=CN=C2N1N=CC(=C2)Cl 3-bromo-7-chloroimidazo[1,2-b]pyridazine